tert-butyl (2-(methyl(1-methyl-7-(trifluoromethyl)isochroman-4-yl)carbamoyl)-6,8-dihydro-1H-furo[3,4-d]pyrrolo[3,2-b]pyridin-5-yl)carbamate CN(C(=O)C1=CC2=NC(=C3C(=C2N1)COC3)NC(OC(C)(C)C)=O)C3COC(C1=CC(=CC=C31)C(F)(F)F)C